FC(C(=O)O)(F)F.NC1=C2C(=NC=N1)N(N=C2C=2C=C(C(=O)NC=1SCCN1)C=CC2)CCCCN 3-(4-amino-1-(4-aminobutyl)-1H-pyrazolo[3,4-d]pyrimidin-3-yl)-N-(4,5-dihydrothiazol-2-yl)benzamide trifluoroacetate